C(C)[C@H]1[C@H](CN(C1)C(NCC(F)(F)F)=O)C1=CN=C2N1C1=C(N=C2)N(C=C1)C(=O)C1=C(C=CC=C1)CC(=O)[O-] 2-(8-((3R,4S)-4-ethyl-1-((2,2,2-trifluoroethyl)carbamoyl)pyrrolidin-3-yl)-3H-imidazo[1,2-a]pyrrolo[2,3-e]pyrazine-3-carbonyl)phenylacetate